2-chloro-4-[[5-[4-(3,5-dimethyl-1H-pyrazol-4-yl)-2,3-difluoro-phenyl]-1-methyl-imidazole-2-carbonyl]amino]benzoic acid ClC1=C(C(=O)O)C=CC(=C1)NC(=O)C=1N(C(=CN1)C1=C(C(=C(C=C1)C=1C(=NNC1C)C)F)F)C